C(C)OC(=O)C1=NC=2N(C(=C1)O)N=CN2 7-hydroxy-[1,2,4]triazolo[1,5-a]pyrimidine-5-carboxylic acid ethyl ester